[C@@H]12N(C[C@@H](NC1)CC2)C2=NN(C1=C2C(=NC(=C1F)C1=CC(=CC2=CC=C(C(=C12)C#C)F)O)C(=C)C)C1CC1 4-(3-((1S,4S)-2,5-diazabicyclo[2.2.2]octan-2-yl)-1-cyclopropyl-7-fluoro-4-(prop-1-en-2-yl)-1H-pyrazolo[4,3-c]pyridin-6-yl)-5-ethynyl-6-fluoronaphthalen-2-ol